ClC1=C(C=CC=C1)N1N=C(C=C1C1=CC(=CC=C1)OCC1COC1)C(=O)OC Methyl 1-(2-chlorophenyl)-5-[3-(oxetan-3-yl-methoxy)phenyl]-1H-pyrazole-3-carboxylate